(1-methyl-5-(((tetrahydro-2H-pyran-2-yl)oxy)methyl)-1H-1,2,3-triazol-4-yl)pyridine CN1N=NC(=C1COC1OCCCC1)C1=NC=CC=C1